C(C=C)(=O)NC1=C2C(N(C(=NC2=C(C=C1C)C(C)NC1=C(C(=O)O)C=CC=C1)N1CC2CC2C1)C)=O 2-((1-(5-acrylamido-2-(3-azabicyclo[3.1.0]hexan-3-yl)-3,6-dimethyl-4-oxo-3,4-dihydro-quinazolin-8-yl)ethyl)amino)benzoic acid